3-[2-(4-chloro-3-fluorophenoxy)acetamido]-N-(2-fluorophenyl)bicyclo[1.1.1]pentane-1-carboxamide ClC1=C(C=C(OCC(=O)NC23CC(C2)(C3)C(=O)NC3=C(C=CC=C3)F)C=C1)F